N-(3-bromo-5-chloro-4-(trifluoromethyl)phenyl)-1,1-diphenylmethanimine BrC=1C=C(C=C(C1C(F)(F)F)Cl)N=C(C1=CC=CC=C1)C1=CC=CC=C1